5-methylbicyclo[3.3.1]nonane-1-carboxylic acid CC12CCCC(CCC1)(C2)C(=O)O